ClC1=C(C(=O)C2=CC=C(C=C2)OCC)C=C(C=C1)Br 2-chloro-5-bromo-4'-ethoxybenzophenone